OC1C(CC12CCN(CC2)S(=O)(=O)C2CCN(CC2)C(C)=O)C2N1C(C=3C=CC=CC23)=CN=C1 1-[4-[[3-hydroxy-2-(5H-imidazo[1,5-b]isoindol-5-yl)-7-azaspiro[3.5]nonan-7-yl]sulfonyl]-1-piperidyl]ethanone